C(C)C1=CC(=NN(C1=O)CC1=CC=C(C=C1)OC)C1CN(CCC1)CCC(=O)O 3-(3-(5-ethyl-1-(4-methoxybenzyl)-6-oxo-1,6-dihydropyridazin-3-yl)piperidin-1-yl)propanoic acid